C(C=C)(=O)OCCCC[Si](O)(O)O acryloyloxybutyl-trihydroxysilane